ClC=1C=C2C(=NC(N(C2=CC1C1=C(C=CC=C1OC)F)C1=C(C=CC=C1)C(C)C)=O)N1CCNCC1 6-chloro-7-(2-fluoro-6-methoxyphenyl)-1-(2-isopropylphenyl)-4-(piperazin-1-yl)quinazolin-2(1H)-one